ClC=1C(=C2N=C(N=C3C2=C([C@H](C[C@H]2COCCCN32)O)N1)SCC)F (4S,5aS)-2-chloro-12-(ethylthio)-1-fluoro-4,5,5a,6,9,10-hexahydro-8H-7-oxa-3,10a,11,13-tetraazanaphtho[1,8-ab]heptalen-4-ol